C(#N)C=1N(C2=CC=CC(=C2C1)OC)CCNC(OC(C)(C)C)=O tert-butyl (2-(2-cyano-4-methoxy-1H-indol-1-yl)ethyl)carbamate